C[Si](CCOCN1N=NC2=C1C=CC(=C2)S(=O)(=O)Cl)(C)C 1-((2-(trimethylsilyl)ethoxy)methyl)-1H-benzo[d][1,2,3]triazole-5-sulfonyl chloride